N1C=NC2=C1C=C(C=C2)CCC2(CCCC=1C3=CC=CC=C3NC21)N (2-(1H-benzo[d]imidazol-6-yl)ethyl)-2,3,4,9-tetrahydro-1H-carbazol-1-amine